Cl.FC1=CC=C(C=C1)NC(=O)C1(CC1)C(=O)NC1=CC=C(C=C1)OC1=CC=NC2=CC(=CC=C12)C=1C=NN(C1)CC(F)(F)F 1-N'-(4-Fluorophenyl)-1-N-[4-[7-[1-(2,2,2-trifluoroethyl)pyrazol-4-yl]quinolin-4-yl]oxyphenyl]cyclopropane-1,1-dicarboxamide hydrochloride